ClC=1C=CC(=NC1)C=1N=C2N(C=CC=C2)C1CN1CC2CCC(C1)N2C(=O)C2=CC(=CC=C2)OC (3-{[2-(5-chloropyridin-2-yl)imidazo[1,2-a]pyridin-3-yl]methyl}-3,8-diazabicyclo[3.2.1]oct-8-yl)(3-methoxyphenyl)methanone